di(tert-butylperoxycarbonyl)benzophenone C(C)(C)(C)OOC(=O)C=1C(=C(C(=O)C2=CC=CC=C2)C=CC1)C(=O)OOC(C)(C)C